C(C(C)C)N(C(CS)=O)C N-isobutyl-2-mercapto-N-methylacetamide